2-(4-bromo-1-(tetrahydro-2H-pyran-2-yl)-1H-pyrazol-3-yl)acetonitrile BrC=1C(=NN(C1)C1OCCCC1)CC#N